Butyl N,N-diallylaminoacetate C(C=C)N(CC=C)CC(=O)OCCCC